tert-butyl ((2S)-1-(4,5-difluoro-1H-indol-7-yl)-1,3-dihydroxypropan-2-yl)carbamate FC1=C2C=CNC2=C(C=C1F)C([C@H](CO)NC(OC(C)(C)C)=O)O